ClC=1C=C(C(=O)N)C=CC1C1=C(N=C(N1)C1=NC=C(C=C1)F)Cl 3-Chloro-4-[4-chloro-2-(5-fluoro-2-pyridyl)-1H-imidazol-5-yl]benzamide